L-prolyl-15N-amide hydrochloride Cl.[15NH]1[C@@H](CCC1)C(=O)[NH-]